[Cl-].C(C(=C)C)(=O)OCC[N+](CCOCCOC1=CC=C(C=C1)C(C)(CC(C)(C)C)C)(C)C 2-(methacryloyloxy)-N,N-dimethyl-N-(2-(2-(4-(2,4,4-trimethylpentan-2-yl)phenoxy)ethoxy)ethyl)ethan-1-aminium chloride